C(C1=CC=CC=C1)C1NC(C(NC1=O)CCC(=O)O)=O 3-(5-benzyl-3,6-dioxopiperazin-2-yl)propanoic acid